ClC1=CC=C2C(=N1)N(C=C2C=2C(=NC=CC2)OC)COCC[Si](C)(C)C 6-chloro-3-(2-methoxypyridin-3-yl)-1-((2-(trimethylsilyl)ethoxy)methyl)-1H-pyrrolo[2,3-b]pyridine